methyl 2,6-dichloro-4-(1,2,3,4-tetrahydroisoquinoline-2-carbonyl)benzoate ClC1=C(C(=O)OC)C(=CC(=C1)C(=O)N1CC2=CC=CC=C2CC1)Cl